C(C1=CC=CC=C1)OCCC=1C=C2N(N=CC=C2C2=CC(=C(C=C2)CNC(=O)C2=NOC(=N2)C(C)(C)C)C)C1 N-[[4-[6-(2-benzyloxyethyl)pyrrolo[1,2-b]pyridazin-4-yl]-2-methyl-phenyl]methyl]-5-tert-butyl-1,2,4-oxadiazole-3-carboxamide